N-(3-(3,3-dimethyl-1-(4-methyl-4H-1,2,4-triazol-3-yl)cyclobutyl)-5-fluorophenyl)-5-((isobutylamino)methyl)-2-oxo-1-(3,3,3-trifluoropropyl)-1,2-dihydropyridine-3-carboxamide CC1(CC(C1)(C1=NN=CN1C)C=1C=C(C=C(C1)F)NC(=O)C=1C(N(C=C(C1)CNCC(C)C)CCC(F)(F)F)=O)C